I.IC1=C2C(=NC=C1)NC=N2 7-iodo-3H-imidazo[4,5-b]pyridine hydroiodide